FC(OC1=C(C(=C(C=C1)C1=CN=C2N1C=CN=C2NC2=CC(=C(C(=O)N1CCN(CC1)C(=O)C1CCN(CC1)C(=O)OC(C)(C)C)C=C2)CC)F)F)F tert-Butyl 4-(4-(4-((3-(4-(difluoromethoxy)-2,3-difluorophenyl)imidazo[1,2-a]pyrazin-8-yl)amino)-2-ethylbenzoyl)piperazine-1-carbonyl)piperidine-1-carboxylate